C(C)(C)(C)OC(=O)N1CCC2(CCC(C2O)C2N3C(C4=CC=CC=C24)=CN=C3)CC1 1-hydroxy-2-(5H-imidazo[4,3-a]isoindol-5-yl)-8-azaspiro[4.5]decane-8-carboxylic acid tert-butyl ester